OC1(CN(CCC1)C=1N=C2N(C(C1)=O)C=C(C=C2C(C)NC2=C(C(=O)O)C=CC=C2)C)C 2-((1-(2-(3-hydroxy-3-methylpiperidin-1-yl)-7-methyl-4-oxo-4H-pyrido[1,2-a]pyrimidin-9-yl)ethyl)amino)benzoic acid